FC1=C(C=CC(=C1)NC1=NC=C(C(=N1)NC1=C(C=CC=C1)C(NC)=O)C(F)(F)F)CCN1CCN(CC1)C(=O)OC(C)(C)C Tert-butyl 4-(2-{2-fluoro-4-[(4-{[2-(methylcarbamoyl)phenyl]amino}-5-(trifluoromethyl)pyrimidin-2-yl)amino]phenyl}ethyl)piperazine-1-carboxylate